C(C)(C)C1=NOC(=N1)N1CCNCC1 3-isopropyl-5-(piperazin-1-yl)-1,2,4-oxadiazole